1-(((S)-oxetan-2-yl)methyl)-1H-thieno[2,3-d]imidazole-5-carboxylic acid methyl ester COC(=O)C1=CC2=C(N=CN2C[C@H]2OCC2)S1